3-((5-(5-(Difluoromethyl)-1,3,4-oxadiazol-2-yl)pyridin-2-yl)methyl)-5,5-dimethyl-1-(3-nitrophenyl)imidazolidine-2,4-dione FC(C1=NN=C(O1)C=1C=CC(=NC1)CN1C(N(C(C1=O)(C)C)C1=CC(=CC=C1)[N+](=O)[O-])=O)F